C12(CC3CC(CC(C1)C3)C2)C=2C=C(C=CC2OC)C=2C=C3C=CC(=CC3=CC2)C(=O)OC Methyl 6-(3-((3r,5r,7r)-adamantan-1-yl)-4-methoxyphenyl)-2-naphthoate